Cyclobutanecarboxylic acid [6-(1-methyl-piperidine-4-carbonyl)-pyridin-2-yl]-amide CN1CCC(CC1)C(=O)C1=CC=CC(=N1)NC(=O)C1CCC1